4-Bromo-2-fluoro-6-methoxypyrazolo[1,5-a]pyridine-3-carbaldehyde BrC=1C=2N(C=C(C1)OC)N=C(C2C=O)F